CC1(CC2(CCNC=3N2N=C(C3C(=O)N)C3=CC=C2C=CC(=NC2=C3)C3=CC=CC=C3)C1)C(=O)N 3-methyl-2'-(2-phenylquinolin-7-yl)-5',6'-dihydro-4'H-spiro[cyclobutane-1,7'-pyrazolo[1,5-a]pyrimidine]-3,3'-dicarboxamide